6-(2,6-Dimethylphenyl)-2-(pyridin-2-yl)phthalazin-1(2H)-one CC1=C(C(=CC=C1)C)C=1C=C2C=NN(C(C2=CC1)=O)C1=NC=CC=C1